7-(1-Ethyl-1H-pyrrol-3-yl)-5-{[(2S)-1,4-oxaazepan-2-yl]methoxy}-1,6-naphthyridine C(C)N1C=C(C=C1)C1=NC(=C2C=CC=NC2=C1)OC[C@H]1OCCCNC1